N-((5-fluoro-6-(thiazol-5-ylmethoxy)-1H-indol-2-yl)methyl)-1-methylcyclopropane-1-carboxamide FC=1C=C2C=C(NC2=CC1OCC1=CN=CS1)CNC(=O)C1(CC1)C